OCC(CO)(CO)CCC 2-(hydroxymethyl)-2-propylpropane-1,3-diol